4-(2-(3-((5-ethyl-1,3,4-thiadiazol-2-yl)oxy)azetidin-1-yl)-7-methyl-8-oxo-6-(trifluoromethyl)-7,8-dihydropyrimido[5,4-d]pyrimidin-4-yl)-3-fluorobenzonitrile C(C)C1=NN=C(S1)OC1CN(C1)C=1N=C(C2=C(N1)C(N(C(=N2)C(F)(F)F)C)=O)C2=C(C=C(C#N)C=C2)F